C[SiH](C)[Hf](C1C(=CC2=C(C=CC=C12)C1=CC=CC=C1)C1=CC=CC=C1)(C=1C(C2=CC=CC=C2C1C)C)C=1C(C2=CC=CC=C2C1C)C dimethylsilylbis(1,3-dimethyl-inden-2-yl)(2,4-diphenyl-inden-1-yl)hafnium